NC1=C(C=C(N=N1)C1=C(C=CC=C1)O)N1CC2CCC(C1)N2C2=NC=C(C=N2)C2CCN(CC2)C2CC1(CNC1)C2 2-[6-amino-5-[8-[5-[1-(2-azaspiro[3.3]heptan-6-yl)-4-piperidyl]pyrimidin-2-yl]-3,8-diazabicyclo[3.2.1]octan-3-yl]pyridazin-3-yl]phenol